N1C=C(C=2C1=NC=CC2)C=2C=NN(C2)C2(CN(C2)S(=O)(=O)CC)CC(=O)NCC(F)(F)F 2-(3-(4-(1H-pyrrolo[2,3-b]pyridin-3-yl)-1H-pyrazol-1-yl)-1-(ethanesulfonyl)azetidin-3-yl)-N-(2,2,2-trifluoroethyl)acetamide